2-(6-(((1R,3s,5S)-1,5-dimethyl-8-azabicyclo[3.2.1]octan-3-yl)(methyl)amino)pyridazin-3-yl)-5-(2-fluoro-6-(methoxy-d3)pyridin-4-yl)phenol C[C@]12CC(C[C@](CC1)(N2)C)N(C2=CC=C(N=N2)C2=C(C=C(C=C2)C2=CC(=NC(=C2)OC([2H])([2H])[2H])F)O)C